dimethylcarbamic acid 5,5-dimethyl-3-oxocyclohex-1-enyl ester CC1(CC(C=C(C1)OC(N(C)C)=O)=O)C